methyl-cyclohexene tetrahydride [H-].[H-].[H-].[H-].CC1=CCCCC1